bis(5-cyclohexyl-2-hydroxy-4-methylphenyl)-2-hydroxyphenylmethane C1(CCCCC1)C=1C(=CC(=C(C1)C(C1=C(C=CC=C1)O)C1=C(C=C(C(=C1)C1CCCCC1)C)O)O)C